6-(2-(benzyloxy)-4-methoxypyrrolo[1,2-b]pyridazin-6-yl)-2-bromoimidazo[2,1-b][1,3,4]thiadiazole C(C1=CC=CC=C1)OC=1C=C(C=2N(N1)C=C(C2)C=2N=C1SC(=NN1C2)Br)OC